methyl (R)-2-(1-(2',6'-bis(benzyloxy)-[3,3'-bipyridin]-6-yl)pyrrolidin-3-yl)acetate C(C1=CC=CC=C1)OC1=NC(=CC=C1C=1C=NC(=CC1)N1C[C@H](CC1)CC(=O)OC)OCC1=CC=CC=C1